7-Bromo-4-(1-ethoxyvinyl)-6-fluoro-1,3-dihydroisobenzofuran-5-amine BrC=1C(=C(C(=C2COCC12)C(=C)OCC)N)F